sulfur arsenic tin [Sn].[As].[S]